3-Methyloxetan-3-yl-4-(3-(2-methoxypyridin-3-yl)pyrazolo[1,5-a]pyrimidin-5-yl)-piperazin-1-carboxylat CC1(COC1)OC(=O)N1CCN(CC1)C1=NC=2N(C=C1)N=CC2C=2C(=NC=CC2)OC